2-(5-Fluoropyridin-2-yl)-6,6-bis(methyl-d3)-6,7-dihydro-4H-pyrazolo[5,1-c][1,4]oxazine-4,4,7,7-d4 FC=1C=CC(=NC1)C1=NN2C(C(OC(C2([2H])[2H])(C([2H])([2H])[2H])C([2H])([2H])[2H])([2H])[2H])=C1